OC1=C2N(C(=NC1=O)C1N(CCC1)C(=O)OCC1=CC=CC=C1)CCN(C2=O)CCOC2=CC=CC=C2 benzyl 2-(9-hydroxy-1,8-dioxo-2-(2-phenoxyethyl)-1,3,4,8-tetrahydro-2H-pyrazino[1,2-c]pyrimidin-6-yl)pyrrolidine-1-carboxylate